2-[4-(difluoromethoxy)-2-methoxy-phenyl]-4,4,5,5-tetramethyl-1,3,2-dioxaborolane FC(OC1=CC(=C(C=C1)B1OC(C(O1)(C)C)(C)C)OC)F